bismuth phosphate P(=O)([O-])([O-])[O-].[Bi+3]